benzo[d][1,3]dioxole-5-boronic acid O1COC2=C1C=CC(=C2)B(O)O